5-[2-(triisopropylsilyl)ethynyl]naphthalen-2-amine C(C)(C)[Si](C#CC1=C2C=CC(=CC2=CC=C1)N)(C(C)C)C(C)C